Hexachloroosmium ammonium salt [NH4+].Cl[Os](Cl)(Cl)(Cl)(Cl)Cl